tert-butyl (2-(3-(2-chloro-2-phenylacetyl)-1H-indol-1-yl)ethyl)carbamate ClC(C(=O)C1=CN(C2=CC=CC=C12)CCNC(OC(C)(C)C)=O)C1=CC=CC=C1